FCC=1N=NC=CC1 (fluoromethyl)pyridazine